3-fluoro-2-propyne FC#CC